Cl.Cl.N1CCC(CC1)N1CCS(CC1)(=O)=O 4-(piperidin-4-yl)thiomorpholine 1,1-dioxide dihydrochloride